tert-butyl-1,3-diisopropylisourea C(C)(C)(C)N(C(O)=NC(C)C)C(C)C